L-N-(2-hydroxyethyl)acrylamide potassium bis(trifluoromethanesulfonate) FC(S(=O)(=O)[O-])(F)F.FC(S(=O)(=O)[O-])(F)F.[K+].OCCNC(C=C)=O.[K+]